N1(CCC=CC1)C(=O)N 3,6-dihydropyridine-1(2H)-carboxamide